(S)-2-((5-(3-((7-((1,4-diazepan-1-yl)sulfonyl)-2,7-diazaspiro[3.5]Nonan-2-yl)methyl)pyrrolidin-1-yl)-1,2,4-triazin-6-yl)oxy)-5-fluoro-N,N-diisopropylbenzeneFormamide hydrochloride Cl.N1(CCNCCC1)S(=O)(=O)N1CCC2(CN(C2)C[C@H]2CN(CC2)C=2N=CN=NC2OC2=C(C=C(C=C2)F)C(=O)N(C(C)C)C(C)C)CC1